C(C)N1CCC(CC1)N1C(NC2=C1C=C(C(=C2)C=2C=C(C=1N(C2)N=CN1)C)C)=O 1-(1-ethylpiperidin-4-yl)-6-methyl-5-(8-methyl-[1,2,4]triazolo[1,5-a]pyridin-6-yl)-1,3-dihydro-2H-benzo[d]imidazol-2-one